C1(CC1)CC1=C(C=NN1C)C1=CN=C(S1)C1(CCC(CC1)N)N (5-(5-(cyclopropylmethyl)-1-methyl-1H-pyrazol-4-yl)thiazol-2-yl)cyclohexane-1,4-diamine